OCC(CC1C(NCC1)=O)(C)NC([C@H](CC(C)C)NC(OCC(C)(C)C1=CC(=CC=C1)Cl)=O)=O 2-(3-chlorophenyl)-2-methylpropyl ((2S)-1-((1-hydroxy-2-methyl-3-(2-oxopyrrolidin-3-yl)propan-2-yl)amino)-4-methyl-1-oxopentan-2-yl)carbamate